BrC=1C(=CC=2N(C1)C=C(N2)C)OC2CC2 6-bromo-7-cyclopropoxy-2-methylimidazo[1,2-a]pyridine